(7-(2-(4-(6-fluorobenzo[b]thiophen-4-yl)piperazin-1-yl)ethyl)-2-oxo-3,4-dihydroquinolin-1(2H)-yl)methyl nonyl carbonate C(OCN1C(CCC2=CC=C(C=C12)CCN1CCN(CC1)C1=CC(=CC=2SC=CC21)F)=O)(OCCCCCCCCC)=O